[N+](=O)([O-])C1=CC=C(CN2CCN(CC2)C(=O)C2=C(C=CC=C2)C(C)=O)C=C1 1-(2-(4-(4-nitrobenzyl)piperazine-1-carbonyl)phenyl)ethanone